(R)-N-methyl-5-(5-methyl-1H-imidazol-2-yl)-3-(1-phenylethoxy)-1H-pyrrole-2-carboxamide CNC(=O)C=1NC(=CC1O[C@H](C)C1=CC=CC=C1)C=1NC(=CN1)C